5-Chloro-3-cyclopropyl-N-(4-(trifluoromethyl)phenyl)pyridinamide ClC=1C=C(C(=NC1)C(=O)NC1=CC=C(C=C1)C(F)(F)F)C1CC1